ClC1=C(C2=C(C(=N1)C)N(C=N2)C)NC2=C(C(=CC=C2C)OC)C 6-chloro-N-(3-methoxy-2,6-dimethylphenyl)-3,4-dimethyl-3H-imidazo[4,5-c]pyridin-7-amine